benzyl 4-[4-[(6-bromoimidazo[1,2-a]pyrazin-8-yl)amino]phenyl]piperazine-1-carboxylate BrC=1N=C(C=2N(C1)C=CN2)NC2=CC=C(C=C2)N2CCN(CC2)C(=O)OCC2=CC=CC=C2